4-((6'-hydroxy-8'-oxo-7',8'-dihydro-6'H-spiro[cyclohexane-1,9'-pyrazino[1',2':1,5]pyrrolo[2,3-d]pyrimidin]-2'-yl)amino)benzenesulfonamide OC1NC(C2(N3C1=CC1=C3N=C(N=C1)NC1=CC=C(C=C1)S(=O)(=O)N)CCCCC2)=O